ICC\C=C/CC(OCC)OCC (3Z)-1-iodo-6,6-diethoxy-3-hexene